tributyl-tin dilaurate C(CCCCCCCCCCC)(=O)[O-].C(CCCCCCCCCCC)(=O)[O-].C(CCC)[Sn+2](CCCC)CCCC